NC1=C(C(=CC=C1C)F)C(C)=O 1-(2-amino-6-fluoro-3-methylphenyl)ethan-1-one